ClC1=CC=C(C=C1)C1N(C(C2=CC(=CC(=C12)F)C(=O)O)=O)CC1=NC=C(C=C1)Cl 1-(4-chlorophenyl)-2-[(5-chloropyridin-2-yl)methyl]-7-fluoro-3-oxo-2,3-dihydro-1H-isoindole-5-carboxylic acid